tert-butyl 4-cyano-3-(isoquinolin-4-yl)-2-oxoimidazoline-1-carboxylate C(#N)C1N(C(N(C1)C(=O)OC(C)(C)C)=O)C1=CN=CC2=CC=CC=C12